O=C1NC(CCC1C1=C(C=C(C=C1F)N1CC(C1)NC(OCC1CCCCC1)=O)F)=O cyclohexylmethyl (1-(4-(2,6-dioxopiperidin-3-yl)-3,5-difluorophenyl)azetidin-3-yl)carbamate